2-chloro-N-methyl-5-(5-methylthiazol-2-yl)pyridin-4-amine ClC1=NC=C(C(=C1)NC)C=1SC(=CN1)C